ClC=1C(=CC=NC1)C1=C(C=CC(=C1)F)OC 5-chloro-4-(5-fluoro-2-methoxyphenyl)pyridin